4-fluoro-N-{[3-fluoro-4-(1-methylcyclopropyl)phenyl](phenyl)methyl}-1-[2-(2-oxopiperazin-1-yl)acetyl]pyrrolidine-2-carboxamide FC1CC(N(C1)C(CN1C(CNCC1)=O)=O)C(=O)NC(C1=CC=CC=C1)C1=CC(=C(C=C1)C1(CC1)C)F